C(C)(C)(C)OC(=O)N1CCN(C2=CC=CC=C12)CC1=CC(=CC=C1)Cl tert-butyl-4-(3-chlorobenzyl)-3,4-dihydroquinoxalin-1(2H)-carboxylate